FC1=C(OC2=CC=NC3=CC(=C(C=C23)OCC)OCCCCCC(=O)[O-])C=CC(=C1)NC(=O)C1(CC1)C(NC1=CC=C(C=C1)F)=O.[NH4+] Ammonium 6-[[4-[2-Fluoro-4-[[1-[(4-fluorophenyl)carbamoyl]cyclopropanecarbonyl] amino]phenoxy]-6-ethoxy-7-quinolyl]oxy]caproat